C1(CC1)C=1C=CC=2N(C1)C=C(N2)COC2=CC(=NC=C2)NCC=2C(=CC(=NC2C)N)C 5-(((4-((6-cyclopropylimidazo[1,2-a]pyridin-2-yl)methoxy)pyridin-2-yl)amino)methyl)-4,6-dimethylpyridin-2-amine